tert-Butyl (4-(4-aminophenyl)cyclohexyl)carbamate 2,2,2-trifluoroacetate FC(C(=O)O)(F)F.NC1=CC=C(C=C1)C1CCC(CC1)NC(OC(C)(C)C)=O